4-[5-(2-morpholin-4-yl-ethoxyl)-benzimidazol-1-yl]-aniline N1(CCOCC1)CCOC1=CC2=C(N(C=N2)C2=CC=C(N)C=C2)C=C1